CCC(C(=O)[O-])(O)C dimethylhydroxypropionate